ClC=1C(=CC(=NC1)C1(CC(C1)(F)F)C#N)C1=CCC(CC1)(F)F 1-[5-chloro-4-(4,4-difluorocyclohexen-1-yl)-2-pyridinyl]-3,3-difluoro-cyclobutanecarbonitrile